C(C)OC(=O)C1=CNC2=CC=C(C=C12)OC 5-methoxy-1H-indole-3-carboxylic acid ethyl ester